C(C)(C)(C)N1N=C(C(=C1)C(=O)NC1=NC=C(C(=C1)C=1C=C(C=2N(C1)C=CN2)N2CCOCC2)C(F)(F)F)F 1-(Tert-butyl)-3-fluoro-N-(4-(8-morpholinoimidazo[1,2-a]pyridin-6-yl)-5-(trifluoromethyl)pyridin-2-yl)-1H-pyrazole-4-carboxamide